NC=1NC(C=2N(C(N(C2N1)[C@@H]1O[C@@H]([C@H]([C@H]1O)F)CO)=O)COC)=O 2-Amino-9-((2R,3S,4S,5R)-4-fluoro-3-hydroxy-5-(hydroxymethyl)tetrahydrofuran-2-yl)-7-(methoxymethyl)-7,9-dihydro-1H-purin-6,8-dion